S(=O)(C=1C(=C(C=C(C1)C(C)(CC(C)(C)C)C)N1N=C2C(=N1)C=CC=C2)OC)C=2C(=C(C=C(C2)C(C)(CC(C)(C)C)C)N2N=C1C(=N2)C=CC=C1)OC 2,2'-(sulfinylbis(2-methoxy-5-(2,4,4-trimethyl-pentan-2-yl)-3,1-phenylene))bis(2H-benzo[d][1,2,3]triazole)